CC=1C=C(CN2C=C(C=C(C2=O)C(NC)=O)C(=O)N)C=CC1 1-(3-methylbenzyl)-5-(methylcarbamoyl)-6-oxo-1,6-dihydropyridine-3-Amide